BrC1=CC(=C(C(=C1)F)[C@H]1N([C@@H](CC2=CC(=CC=C12)N)C)CC(F)(F)F)F (1S,3R)-1-(4-bromo-2,6-difluorophenyl)-3-methyl-2-(2,2,2-trifluoroethyl)-1,2,3,4-tetrahydroisoquinolin-6-amine